(8-((5-chloro-4-(cyclopentylamino)-7H-pyrrolo[2,3-d]pyrimidin-2-yl)amino)-2,3-dihydrobenzo[b][1,4]dioxin-5-yl)(morpholino)methanone ClC1=CNC=2N=C(N=C(C21)NC2CCCC2)NC2=CC=C(C1=C2OCCO1)C(=O)N1CCOCC1